ClC1=C(C=C(C=C1)C1=C(C(=O)N)C=CC=C1C(F)(F)F)CCC1=NNC(=C1)NC1=NC=CN=C1 (4-chloro-3-(2-(5-(pyrazin-2-ylamino)-1H-pyrazol-3-yl)ethyl)phenyl)-3-(trifluoromethyl)benzamide